5-(3-(1-(cyclopropylmethyl)-2,5-dihydro-1H-pyrrol-3-yl)-2-fluoro-6-hydroxyphenyl)-1,2,5-thiadiazolidin-3-one 1,1-dioxide C1(CC1)CN1CC(=CC1)C=1C(=C(C(=CC1)O)N1CC(NS1(=O)=O)=O)F